1-(1-(4-(1-(2,6-dichlorophenyl)azetidin-3-yl)-2-methylphenyl)ethyl)piperidine-4-carboxylic acid ClC1=C(C(=CC=C1)Cl)N1CC(C1)C1=CC(=C(C=C1)C(C)N1CCC(CC1)C(=O)O)C